5'-(tert-butylsulfinyl)spiro[oxetane-3,6'-thieno[2,3-c]pyrrol]-4'(5'H)-one C(C)(C)(C)S(=O)N1C2(C3=C(C1=O)C=CS3)COC2